FC1=C(C(=O)Cl)C=CC(=C1)C=1C=NN2C1N=CC=C2 2-fluoro-4-(pyrazolo[1,5-a]pyrimidin-3-yl)benzoyl chloride